methyl 4-[[3-[4-[2-(2-amino-3-pyridyl)-5-phenyl-imidazo[4,5-b]pyridin-3-yl]phenyl]-1-piperidyl]methyl]cyclohexanecarboxylate NC1=NC=CC=C1C1=NC=2C(=NC(=CC2)C2=CC=CC=C2)N1C1=CC=C(C=C1)C1CN(CCC1)CC1CCC(CC1)C(=O)OC